(S)-[3,4-difluoro-2-(2-fluoro-4-iodoanilino)phenyl]{3-hydroxy-3-[(2S)-piperidin-2-yl]azetidin-1-yl}methanone Bisulfate S(O)(O)(=O)=O.FC=1C(=C(C=CC1F)C(=O)N1CC(C1)([C@H]1NCCCC1)O)NC1=C(C=C(C=C1)I)F